N-(4-Fluorophenyl)-2-[4-([1,2,4]triazolo[1,5-a]pyridin-7-yl)phenyl]acetamide FC1=CC=C(C=C1)NC(CC1=CC=C(C=C1)C1=CC=2N(C=C1)N=CN2)=O